BrC=1C(=C2C(=NC1)N(C[C@]21C[C@H](CC1)OC)CC1=CC=C(C=C1)OC)Cl |r| (1RS,3SR)-5'-bromo-4'-chloro-3-methoxy-1'-(4-methoxybenzyl)-1',2'-dihydrospiro[cyclopentane-1,3'-pyrrolo[2,3-b]pyridine]